CC(COCC1=CC=CC=C1)(O)C dimethyl-2-benzyloxy-1-ethanol